1-(2-chloro-5-hydroxy-phenyl)-3-[[2-(2,6-dioxo-3-piperidyl)-1-oxo-isoindolin-5-yl]methyl]urea ClC1=C(C=C(C=C1)O)NC(=O)NCC=1C=C2CN(C(C2=CC1)=O)C1C(NC(CC1)=O)=O